6-((2-chloro-5-(trifluoromethyl)-3H-imidazo[4,5-b]pyridin-3-yl)methyl)nicotinonitrile ClC1=NC=2C(=NC(=CC2)C(F)(F)F)N1CC1=NC=C(C#N)C=C1